OC[C@H](C)OC1=NC=C(C=N1)NC(O[C@@H](COC1=CC2=C(N=C(S2)C2=C3N=CC(=NC3=CC(=C2)C)OC)C=C1F)C)=O (R)-1-((5-fluoro-2-(2-methoxy-7-methylquinoxalin-5-yl)benzo[d]thiazol-6-yl)oxy)propan-2-yl (2-(((S)-1-hydroxypropan-2-yl)oxy)pyrimidin-5-yl)carbamate